CC=1C=2N(C=C(C1)B1OC(C(O1)(C)C)(C)C)N=CN2 8-methyl-6-(4,4,5,5-tetramethyl-1,3,2-dioxa-borolan-2-yl)-[1,2,4]triazolo[1,5-a]pyridine